[Na+].O1C=2C(OCC1COCCC(S(=O)(=O)[O-])C)=CSC2 3-[(2,3-dihydrothieno[3,4-b][1,4]dioxin-2-yl)methoxy]-1-methyl-1-propanesulfonic acid sodium salt